8-(1-bromoethyl)-N,N-dimethyl-2-morpholino-4-oxo-chromene-6-carboxamide BrC(C)C=1C=C(C=C2C(C=C(OC12)N1CCOCC1)=O)C(=O)N(C)C